CC(C[C@H](NC(CN1N=C(C=C1C1=CC=CC=C1)C1=C(C=CC=C1)OS(=O)(=O)C1=CC=C(C=C1)C(F)(F)F)=O)B(O)O)C (R)-(3-Methyl-1-(2-(5-phenyl-3-(2-(((4-(trifluoromethyl)phenyl)sulfonyl)oxy)benzeneyl)-1H-pyrazol-1-yl)acetamido)butyl)boronic acid